C(C)C1=CC2=C(C3=CC=CC=C3C=C2C=C1)OCCCCCCCC 2-ethyl-9-(n-octyloxy)anthracene